C1(=CC=CC=C1)C1=NC(=NC(=N1)C1=CC=CC=C1)C=1C=C(C=CC1)C1=C(C(=NC(=C1N1C2=CC=C(C=C2C=2C=C(C=CC12)C)C)N1C2=CC=C(C=C2C=2C=C(C=CC12)C)C)N1C2=CC=C(C=C2C=2C=C(C=CC12)C)C)N1C2=CC=C(C=C2C=2C=C(C=CC12)C)C 9,9',9'',9'''-(4-(3-(4,6-diphenyl-1,3,5-triazin-2-yl)phenyl)pyridine-2,3,5,6-tetrayl)tetrakis(3,6-dimethyl-9H-carbazole)